5-(prop-2-yn-1-yloxy)hexahydrocyclopenta[C]pyrrole-2(1H)-carboxylate C(C#C)OC1CC2C(CN(C2)C(=O)[O-])C1